methyl 3-bromo-2-((1-((tert-butoxycarbonyl)amino)propan-2-yl)oxy)-5-(((tert-butyldiphenylsilyl)oxy)methyl)benzoate BrC=1C(=C(C(=O)OC)C=C(C1)CO[Si](C1=CC=CC=C1)(C1=CC=CC=C1)C(C)(C)C)OC(CNC(=O)OC(C)(C)C)C